Cl.Cl.F[C@H]1C(NC(C[C@H]1OC1=CC=C(N=N1)C1=NC=C(C=C1O)C=1C=C(C=2N(N1)C=C(N2)C)OC)(C)C)(C)C 2-(6-{[(3S,4R)-3-fluoro-2,2,6,6-tetramethylpiperidin-4-yl]oxy}pyridazin-3-yl)-5-(8-methoxy-2-methylimidazo[1,2-b]pyridazin-6-yl)pyridin-3-ol dihydrochloride